acryloyloxy nonylthiophosphate C(CCCCCCCC)S=P(OOC(C=C)=O)([O-])[O-]